3-(4-methoxyphenyl)propanoyl chloride COC1=CC=C(C=C1)CCC(=O)Cl